C1(=CC(=CC=C1)C(=O)N)C(=O)N 1,3-benzenedicarbamide